C(C)(C)(C)[Si](OCC1=CC(=CC=C1)\C=C\B1OC(C(O1)(C)C)(C)C)(C)C tert-butyl(dimethyl)({3-[(e)-2-(4,4,5,5-tetramethyl-1,3,2-dioxaborolan-2-yl)ethenyl]phenyl}methoxy)silane